tri-n-propyl-(2-methoxyethoxy)silane C(CC)[Si](OCCOC)(CCC)CCC